N-(4-{2-(1-cyclopropylpiperidin-4-yl)-4-[3-(2,5-difluorobenzenesulfonylamino)-2-fluorophenyl]-thiazol-5-yl}-pyrimidin-2-yl)-acetamide C1(CC1)N1CCC(CC1)C=1SC(=C(N1)C1=C(C(=CC=C1)NS(=O)(=O)C1=C(C=CC(=C1)F)F)F)C1=NC(=NC=C1)NC(C)=O